2-[(4-{7-[(1S,3S,4S,5S,6S)-6-(cyclopropylmethyl)-5-fluoro-2-azabicyclo[2.2.2]octane-3-carbonyl]2,7-diazaspiro[3.5]nonan-2-yl}pyrimidin-5-yl)oxy]-5-fluoro-N,N-di(propan-2-yl)benzamide C1(CC1)C[C@@H]1[C@@H]([C@@H]2[C@H](N[C@H]1CC2)C(=O)N2CCC1(CN(C1)C1=NC=NC=C1OC1=C(C(=O)N(C(C)C)C(C)C)C=C(C=C1)F)CC2)F